C1(CC1)CNC(=O)/C=C/CCC(=O)OCC ethyl (4E)-5-[(cyclopropylmethyl)-carbamoyl]pent-4-enoate